FC1=C(C=2N(C=C1OCC(C)(C)O)N=CC2C#N)C=2C=NC(=CC2)N2CC1N(C(C2)C1)CC=1C=NC(=CC1)OC 5-fluoro-6-(2-hydroxy-2-methylpropoxy)-4-(6-(6-((6-methoxypyridin-3-yl)methyl)-3,6-diazabicyclo[3.1.1]heptan-3-yl)pyridin-3-yl)pyrazolo[1,5-a]pyridine-3-carbonitrile